COC(=O)C=1[C@@H]2[C@H](C(OC1)O[Si](C)(C)C(C)(C)C)C(=CC2)C=O (4aS,7aS)-7-formyl-1-[[(1,1-dimethylethyl)dimethylsilyl]oxy]-1,4a,5,7a-tetrahydrocyclopenta[c]pyran-4-carboxylic acid methyl ester